(3,4-difluorophenyl)-1,3-dihydro-2H-imidazol-2-one FC=1C=C(C=CC1F)N1C(NC=C1)=O